O[C@]1([C@@H](CCC1)N1C(C=NC=2C=NC(=NC12)NC1CCN(CC1)S(=O)(=O)C)=O)C 8-((1R,2R)-2-hydroxy-2-methylcyclopentyl)-2-((1-(methylsulfonyl)piperidin-4-yl)amino)pteridin-7(8H)-one